C1(CC1)C1=CC(=NC2=C1N=CS2)N2C(NC[C@H]2C(=O)N(C)C2=C(C(=C(C=C2)F)Cl)F)=O [(4S)-3-(7-cyclopropyl-(1,3-thiazolo[4,5-e]pyridin-5-yl))-2-oxoimidazolidin-4-yl]-N-(3-chloro-2,4-difluorophenyl)-N-methylformamide